S1C=NC(=C1)C=1C=NC(=NC1)NC1=CC(=CC=C1)C1=NC2=C(N1)C=C(C=C2)C(F)(F)F 5-(thiazol-4-yl)-N-(3-(6-(trifluoromethyl)-1H-benzo[d]imidazol-2-yl)phenyl)pyrimidin-2-amine